O[C@@H]1C[C@H](N(C1)C([C@H](C(C)(C)C)NC(=O)CC(=O)OC)=O)C(NCC1=CC=C(C=C1)C1=C(N=CS1)C)=O methyl 2-{[(2S)-1-[(2S,4R)-4-hydroxy-2-({[4-(4-methyl-1,3-thiazol-5-yl)phenyl]methyl}carbamoyl)pyrrolidin-1-yl]-3,3-dimethyl-1-oxobutan-2-yl]carbamoyl}acetate